N-(2-dimethylamino-1-ethyl)-2'-(2-fluorophenyl)-6,6'-difluoro-2,4'-biquinoline-4-amide CN(CCNC(=O)C1=CC(=NC2=CC=C(C=C12)F)C1=CC(=NC2=CC=C(C=C12)F)C1=C(C=CC=C1)F)C